tert-Butyl 4-((pyridin-4-ylmethoxy)methyl)piperidine-1-carboxylate N1=CC=C(C=C1)COCC1CCN(CC1)C(=O)OC(C)(C)C